COC=1N=C2C(=CC=NC2=CC1OC)OC1=C(C=C(C=C1)NC(=O)C=1C(=NC(=C(C1O)C(=O)N)C)C)F 3-N-[4-[(6,7-Dimethoxy-1,5-naphthyridin-4-yl)oxy]-3-fluorophenyl]-4-hydroxy-2,6-dimethylpyridine-3,5-dicarboxamide